8-(hydroxymethyl)-5-methyl-3-((1-methyl-1H-pyrazol-3-yl)methyl)-3H-pyridazino[4,5-b]indol-4(5H)-one OCC1=CC=2C3=C(N(C2C=C1)C)C(N(N=C3)CC3=NN(C=C3)C)=O